C(CCCCCCCCCCCC)NCCCCCCCCCCCCCC tridecyltetradecylamine